diglycidyl-1,3-diaminomethylcyclohexane C(C1CO1)C1C(CCCC1CN)(CN)CC1CO1